O1CCN(CC1)C=1C2=C(N=C(N1)N1N=CC(=C1)C1=CC=CC=C1)C=CO2 4-morpholino-2-(4-phenyl-1H-pyrazol-1-yl)furo[3,2-d]pyrimidine